FC=1C2=C(C(=NC1F)F)CC1CCC2N1 trifluoro-6,7,8,9-tetrahydro-5H-5,8-epiminocyclohepta[c]pyridine